FC1=C(C=C(C#N)C=C1F)C#N 4,5-difluoroisophthalonitrile